6-(2-methoxyethoxy)-2-(1-methyl-1H-imidazol-5-yl)-N-(6-(trifluoromethyl)pyridin-3-yl)pyrimidine-4-carboxamide COCCOC1=CC(=NC(=N1)C1=CN=CN1C)C(=O)NC=1C=NC(=CC1)C(F)(F)F